ClC=1C=C(C=NC1N1N=CC=N1)NC(=O)C=1C=NN(C1C(F)(F)F)C1=NC(=CC=C1)C=1OC=CC1 N-(5-chloro-6-(2H-1,2,3-triazol-2-yl)pyridin-3-yl)-1-(6-(furan-2-yl)pyridin-2-yl)-5-(trifluoromethyl)-1H-pyrazole-4-carboxamide